C(C)OC(=O)C=1C(C=C2N(C(CC=3C=C(C(=NC23)OC)OCCCOC)C(C)C)C1)=O 6-isopropyl-2-methoxy-3-(3-methoxypropoxy)-10-oxo-5,10-dihydro-6H-pyrido[1,2-H][1,7]Naphthyridine-9-carboxylic acid ethyl ester